(S)-3-(3-Bromo-4,5-dihydroisoxazol-5-yl)-N-methyl-4-((4-(trifluoromethyl)phenyl)amino)benzenesulfonamide BrC1=NO[C@@H](C1)C=1C=C(C=CC1NC1=CC=C(C=C1)C(F)(F)F)S(=O)(=O)NC